1,2-dihydroxy-3-propanesulfonic acid OCC(CS(=O)(=O)O)O